FC1=C(C(=C(C=C1OC)OC)F)N1CC2=CN=C(C=C2C2(C1=O)CC2)C=2C(=NN(C2)CCN2CCOCC2)C 2'-(2,6-difluoro-3,5-dimethoxyphenyl)-6'-(3-methyl-1-(2-morpholinoethyl)-1H-pyrazol-4-yl)-1'H-spiro[cyclopropane-1,4'-[2,7]naphthyridine]-3'(2'H)-one